N-[rac-(2R,3R)-1-[1-(4-Fluorophenyl)-1H-indazol-5-yl]-2-(1-methyl-1H-pyrazol-4-yl)-pyrrolidin-3-yl]-carbamic acid tert-butyl ester C(C)(C)(C)OC(N[C@H]1[C@H](N(CC1)C=1C=C2C=NN(C2=CC1)C1=CC=C(C=C1)F)C=1C=NN(C1)C)=O |r|